C(=O)O[C@]1(CN(CCC1)C=1C2=C(N=C(N1)OCC1(CC1)CN(C)C)CN(CC2)C2=C1C=NNC1=CC(=C2C(F)(F)F)C)C (R)-1-(2-((1-((dimethylamino)methyl)cyclopropyl)methoxy)-7-(6-methyl-5-(trifluoromethyl)-1H-indazol-4-yl)-5,6,7,8-tetrahydropyrido[3,4-d]pyrimidin-4-yl)-3-methylpiperidin-3-ol formate